C(C)OC=1C=C(C=C(C1C)OCC)C(COC)=O 1-(3,5-Diethoxy-4-methylphenyl)-2-methoxyethane-1-one